(2R,3S,4S,5R)-3-(2-(2-bromoethoxy)-3,4-difluorophenyl)-4,5-dimethyl-5-(trifluoromethyl)tetrahydrofuran-2-carboxylic acid BrCCOC1=C(C=CC(=C1F)F)[C@H]1[C@@H](O[C@]([C@H]1C)(C(F)(F)F)C)C(=O)O